ClC1=NC(=NC(=C1)C1=CC=CC=C1)C1=CC(=CC=C1)Cl 4-chloro-2-(3-chlorophenyl)-6-phenylpyrimidine